3-isopropyl-2-(2-methylpyridin-4-yl)-5-(1-(2,2,2-trifluoroethyl)piperidin-4-yl)-1H-indole C(C)(C)C1=C(NC2=CC=C(C=C12)C1CCN(CC1)CC(F)(F)F)C1=CC(=NC=C1)C